(R)-5-(3-cyclohexyl-7-(2-methoxyethoxy)-2-methyl-1,1-dioxido-5-phenyl-2,3,4,5-tetrahydrobenzo[f][1,2,5]thiadiazepin-8-yl)-2-(((2-methoxyethoxy)carbonyl)amino)benzoic acid C1(CCCCC1)[C@H]1N(S(C2=C(N(C1)C1=CC=CC=C1)C=C(C(=C2)C=2C=CC(=C(C(=O)O)C2)NC(=O)OCCOC)OCCOC)(=O)=O)C